6-(5-cyano-1H-pyrrolo[2,3-b]pyridin-1-yl)-N-(1-((5-(2,4-dioxotetrahydropyrimidin-1(2H)-yl)pyridin-2-yl)methyl)piperidin-4-yl)-4-(isopropylamino)nicotinamide C(#N)C=1C=C2C(=NC1)N(C=C2)C2=NC=C(C(=O)NC1CCN(CC1)CC1=NC=C(C=C1)N1C(NC(CC1)=O)=O)C(=C2)NC(C)C